5-Cyclopropyl-1,2-dimethyl-1H-imidazole C1(CC1)C1=CN=C(N1C)C